8-fluoro-7-methoxy-5-methyl-3-((6-methylpyridin-2-yl)methyl)-3,5-dihydro-4H-pyridazino[4,5-b]indol-4-one FC1=CC=2C3=C(N(C2C=C1OC)C)C(N(N=C3)CC3=NC(=CC=C3)C)=O